6-isopropyl-1,5,6,7-tetrahydro-4H-benzo[d][1,2,3]triazol-4-one C(C)(C)C1CC(C2=C(NN=N2)C1)=O